ClC1=CC=C(COOCC2=CC=C(C=C2)Cl)C=C1 bis(p-chlorobenzyl) peroxide